1-(pent-4-en-1-yl)-1H-pyrrole-2-carbaldehyde C(CCC=C)N1C(=CC=C1)C=O